di(2-hydroxyethyl-ammonium) valerate C(CCCC)(=O)[O-].OCC[NH3+].OCC[NH3+].C(CCCC)(=O)[O-]